Diguanosine tetraphosphate OP(O)(=O)OP(=O)(O)OP(=O)(O)OP(=O)(O)O.[C@@H]1([C@H](O)[C@H](O)[C@@H](CO)O1)N1C=NC=2C(=O)NC(N)=NC12.[C@@H]1([C@H](O)[C@H](O)[C@@H](CO)O1)N1C=NC=2C(=O)NC(N)=NC12